FC1=C(C=C2NC(C=3N(C2=C1)N=CC3C)=O)CN3CCN(CC3)C=3C(=NC(=CC3)C(NC)=O)Cl 8-fluoro-7-((4-(2-chloro-6-(methylcarbamoyl)pyridin-3-yl)piperazin-1-yl)methyl)-3-methylpyrazolo[1,5-a]quinoxalin-4(5H)-one